6-bromospiro[chromane-4,2'-[1,3]dithiolane] BrC=1C=C2C(=CC1)OCCC21SCCS1